C(=O)C1=CC=C(C=C1)OB(OC1=CC=C(C=C1)C=O)O bis(4-formylphenyl)boric acid